(S)-N-(5-(5-(6-(3-cyanopyrrolo[1,2-b]pyridazin-7-yl)-4-(isopropylamino)pyridin-3-yl)-1,3,4-thiadiazol-2-yl)-5-azaspiro[2.4]hept-7-yl)acetamide C(#N)C1=CC=2N(N=C1)C(=CC2)C2=CC(=C(C=N2)C2=NN=C(S2)N2CC1(CC1)[C@@H](C2)NC(C)=O)NC(C)C